3-(4-methoxyphenyl)azetidin-3-ol trifluoroacetate FC(C(=O)O)(F)F.COC1=CC=C(C=C1)C1(CNC1)O